3-(benzyl-oxy)phenol C(C1=CC=CC=C1)OC=1C=C(C=CC1)O